FC1=C(C(=C(C=C1OC)OC)F)N1C(N(C2=C(C1)C=NC1=C2C=C(N1S(=O)(=O)C1=CC=CC=C1)CN1CCCC1)CC)=S (2,6-difluoro-3,5-dimethoxyphenyl)-1-ethyl-7-(phenylsulfonyl)-8-(pyrrolidin-1-ylmethyl)-1,3,4,7-tetrahydro-2H-pyrrolo[3',2':5,6]pyrido[4,3-d]pyrimidine-2-thione